ClC=1C=C(C=CC1)[C@H](C)OC=1C=C(C=CC1NS(=O)(=O)CC(F)(F)F)C1=NN(C(=C1C(=O)N)NC1=NC=CN=C1)COCC[Si](C)(C)C 3-{3-[(1S)-1-(3-chlorophenyl)ethoxy]-4-(2,2,2-trifluoroethanesulfonamido)phenyl}-5-[(pyrazin-2-yl)amino]-1-{[2-(trimethylsilyl)ethoxy]methyl}-1H-pyrazole-4-carboxamide